CC1=C(C=C(C=C1)C)C1(C(CCCC1)=O)N 2-(2,5-dimethylphenyl)-2-aminocyclohexanone